BrC=1C=C(C2=C(C(=CO2)CO)C1)OC (5-bromo-7-methoxybenzofuran-3-yl)methanol